C(#N)C1=CNC2=C(C=CC(=C12)C)NS(=O)(=O)C=1C=NN(C1)[C@H]1CN(C[C@H]1F)C(=O)OC(C)(C)C tert-butyl (3S,4R)-3-[4-[(3-cyano-4-methyl-1H-indol-7-yl)sulfamoyl]pyrazol-1-yl]-4-fluoro-pyrrolidine-1-carboxylate